(8-amino-5-(4-methyl-oxazol-5-yl)-2-(pyridin-2-ylmethyl)-[1,2,4]triazolo[1,5-a]pyrazin-6-yl)benzonitrile NC=1C=2N(C(=C(N1)C1=C(C#N)C=CC=C1)C1=C(N=CO1)C)N=C(N2)CC2=NC=CC=C2